FC1=C2C=C(NC2=CC=C1OC1=NC=NC2=CC(=C(C=C12)OC)OCCCN1CCCC1)C 4-[(4-fluoro-2-methyl-1H-indol-5-yl)oxy]-6-methoxy-7-[3-(1-pyrrolidinyl)propoxy]-quinazoline